COC=1C=C(CC=2N(C=NN2)CCCC=2N=CN(C2)C(C2=CC=CC=C2)(C2=CC=CC=C2)C2=CC=CC=C2)C=CC1 5-(3-methoxybenzyl)-4-(3-(1-trityl-1H-imidazol-4-yl)propyl)-4H-1,2,4-triazol